3-methyl-5,6,7,8-tetrahydroimidazo[4,5-c]azepin-4(3H)-one CN1C=NC2=C1C(NCCC2)=O